boron dimaleic acid C(\C=C/C(=O)O)(=O)O.C(\C=C/C(=O)O)(=O)O.[B]